C(N)(=O)C1=NC=C(C(=C1)N1C[C@@](CC1)(C)NC(OC(C)(C)C)=O)C(N[C@@H](C)C1CC1)=O tert-butyl ((S)-1-(2-carbamoyl-5-(((S)-1-cyclopropylethyl)carbamoyl)pyridin-4-yl)-3-methylpyrrolidin-3-yl)carbamate